BrC1=C2CCNC(C2=CC(=C1)[N+](=O)[O-])=O 5-bromo-7-nitro-1,2,3,4-tetrahydroisoquinolin-1-one